Cl\C=C\C(Cl)(Cl)Cl 1E-1,3,3,3-tetrachloropropene